[Si](C)(C)(C(C)(C)C)OC1=CC=C(C=C1)C1(C(NC2=C(C=CC=C12)C(F)(F)F)=O)N1CCOCC1 3-(4-((tert-butyldimethylsilyl)oxy)phenyl)-3-morpholino-7-(trifluoromethyl)indolin-2-one